FC1=C(C2=C([C@@H]3[C@H](B(O2)O)C3)C=C1)C(=O)OCOC(=O)OC(C)C Isopropoxycarbonyloxymethyl (1aR,7bS)-5-fluoro-2-hydroxy-1a,7b-dihydro-1H-cyclopropa[c][1,2]benzoxaborinine-4-carboxylate